NC=1C=NC=CC1C1=CC(=C(C(=O)NC=2C=NC(=C(C2)Cl)N2N=CC=N2)C=C1F)C 4-(3-aminopyridin-4-yl)-N-(5-chloro-6-(2H-1,2,3-triazol-2-yl)pyridin-3-yl)-5-fluoro-2-methylbenzamide